tert-butyl (2-(4-((3-nitro-6-phenylpyridin-2-yl)amino)phenyl)propan-2-yl)carbamate [N+](=O)([O-])C=1C(=NC(=CC1)C1=CC=CC=C1)NC1=CC=C(C=C1)C(C)(C)NC(OC(C)(C)C)=O